erucic acid erucate C(CCCCCCCCCCC\C=C/CCCCCCCC)(=O)O.C(CCCCCCCCCCC\C=C/CCCCCCCC)(=O)O